ClC1=NC(=NC(=C1F)C)C 4-chloro-5-fluoro-2,6-dimethylpyrimidine